(5S)-5-((benzoyloxy)methyl)-2-hydroxy-3-methylpyrrolidine-1-carboxylic acid tert-butyl ester C(C)(C)(C)OC(=O)N1C(C(C[C@H]1COC(C1=CC=CC=C1)=O)C)O